BrC1=CC2=CN(N=C2C=C1F)C(C)O (5-bromo-6-fluoro-indazol-2-yl)ethanol